BrC1=C(C=C(C=C1)Cl)C(C)Br 1-bromo-2-(1-bromoethyl)-4-chlorobenzene